dithiooxide S1SO1